allyl 1-[2-chloro-5-(3,5-dimethyl-2,6-dioxo-4-sulfanylidene-1,3,5-triazinan-1-yl)-4-fluorophenoxy]cyclopropanecarboxylate ClC1=C(OC2(CC2)C(=O)OCC=C)C=C(C(=C1)F)N1C(N(C(N(C1=O)C)=S)C)=O